[Mo].CC1C(C2=CC=CC=C2CC1)=O methyl-1-tetralone molybdenum